3-Trifluoromethylsiloxy-4-cyano-5-trifluoromethanesulfonyl-benzenesulfonic acid phosphate P(=O)(O)(O)O.FC(F)(F)[SiH2]OC=1C=C(C=C(C1C#N)S(=O)(=O)C(F)(F)F)S(=O)(=O)O